FC(C=1C=NC(=NC1)N1C2CN(C(C1)C2)C(=O)OC(C)(C)C)(F)F tert-butyl (±)-5-(5-(trifluoromethyl)pyrimidin-2-yl)-2,5-diazabicyclo[2.2.1]heptane-2-carboxylate